tert-butyl-3-[3-(2,3-dichloro-6-[[2-(trimethylsilyl)ethoxy]methoxy]phenyl)-5-hydroxypentanamido]pyrrolidine-1-carboxylate C(C)(C)(C)OC(=O)N1CC(CC1)NC(CC(CCO)C1=C(C(=CC=C1OCOCC[Si](C)(C)C)Cl)Cl)=O